(2S,5S)-2,5-dimethylmorpholine C[C@H]1CN[C@H](CO1)C